NC1=C(C2=C(N=C(N=C2C#CC[Si](C)(C)C)C)N1C1=C(C(=CC=C1C)OC)C)C(=O)N 6-amino-7-(3-methoxy-2,6-dimethylphenyl)-2-methyl-4-(3-(trimethylsilyl)propan-1-yne-1-yl)-7H-pyrrolo[2,3-d]pyrimidine-5-carboxamide